1H-pyrazol-4-yl-isonicotinic acid N1N=CC(=C1)C1=C(C(=O)O)C=CN=C1